3-bromo-5-chloro-1-tosyl-1H-pyrrolo[2,3-b]pyridine BrC1=CN(C2=NC=C(C=C21)Cl)S(=O)(=O)C2=CC=C(C)C=C2